C(C)C=1N(C2=C(C(=NC(=C2)C)C)N1)C1=CC=C(C=C1)CCO 2-(4-(2-ethyl-4,6-dimethyl-1H-imidazo[4,5-c]pyridine-1-yl)phenyl)ethanol